palmitoleoyl-tryptamine C(CCCCCCC\C=C/CCCCCC)(=O)NCCC1=CNC2=CC=CC=C12